C=C=C=CC pentatriene